5-cyano-2-iodophenyl diisopropylphosphite C(C)(C)P(OC1=C(C=CC(=C1)C#N)I)([O-])([O-])C(C)C